ethyl 2-(6,7-dihydro-5H-pyrrolo[1,2-c]imidazol-1-yl)-2-(4-fluoro-1-oxo-6-(4-(piperazin-1-yl)phenyl)isoindolin-2-yl)acetate C1(=C2N(C=N1)CCC2)C(C(=O)OCC)N2C(C1=CC(=CC(=C1C2)F)C2=CC=C(C=C2)N2CCNCC2)=O